C(C)C1=C(C=CC=C1F)C=1CCCC2=C(C1C1=CC=C(C=C1)C=C1CN(C1)CCCF)C=CC(=C2)C(=O)O 8-(2-ethyl-3-fluorophenyl)-9-(4-((1-(3-fluoropropyl)azetidin-3-ylidene)methyl)phenyl)-6,7-dihydro-5H-benzo[7]annulene-3-carboxylic acid